[O-]CCCC.[O-]CCCC.[O-]CCCC.[O-]CCCC.[O-]CCCC.[W+5] tungsten(V) pentabutoxide